COC(=O)N([C@H](C(=O)N(C)[C@@H](CC1=CC=C(C=C1)NS([O-])(=O)=O)C=1N=C(SC1)C=1SC=CC1)CC1=CC=CC=C1)C.[Na+] sodium (4-((S)-2-((S)-2-((methoxycarbonyl)(methyl)amino)-N-methyl-3-phenylpropanamido)-2-(2-(thiophen-2-yl)thiazol-4-yl)ethyl)phenyl)sulfamate